C(C)(C)(C)OC(=O)N1CC(N(CC1)C1=NC=CC(=N1)C1=CC=CC=C1)COC 3-(methoxymethyl)-4-(4-phenylpyrimidin-2-yl)piperazine-1-carboxylic acid tert-butyl ester